NC1=NC=CC(=C1)OC=1C(=C2C(=NC1)N=C(N2C)NC2=NN1C(C(CCC1)(F)F)=C2)C#N 6-((2-Aminopyridin-4-yl)oxy)-2-((4,4-difluoro-4,5,6,7-tetrahydropyrazolo[1,5-a]pyridin-2-yl)amino)-1-methyl-1H-imidazo[4,5-b]pyridine-7-carbonitrile